N-[(2,5-dimethoxyphenyl)methyl]prop-2-ene-1-sulfonamide COC1=C(C=C(C=C1)OC)CNS(=O)(=O)CC=C